(6S)-3-[2,6-Difluoro-4-[2-(3-pyridyl)ethynyl]phenyl]-1-methyl-spiro[hexahydropyrimidine-6,1'-tetralin]-2,4-dione FC1=C(C(=CC(=C1)C#CC=1C=NC=CC1)F)N1C(N([C@@]2(CCCC3=CC=CC=C23)CC1=O)C)=O